C(C)S1C=NC2=C1C=CC1=CC=CC=C12 3-ethylnaphthothiazole